N-[8-fluoro-2-methylimidazo[1,2-a]pyridin-6-yl]-2-methyl-7-(piperidin-4-yl)-1,3-benzoxazole-4-carboxamide FC=1C=2N(C=C(C1)NC(=O)C=1C=CC(=C3C1N=C(O3)C)C3CCNCC3)C=C(N2)C